(S*)-N-(2-Bromo-3-fluoropyridin-4-yl)-11,11-difluoro-8-(hydroxymethyl)-3,4,8,9,10,11-hexahydro-1H-pyrido[4',3':3,4]pyrazolo[1,5-a]azepine-2(7H)-carboxamide BrC1=NC=CC(=C1F)NC(=O)N1CC=2C(=NN3C2C(CC[C@@H](C3)CO)(F)F)CC1 |o1:21|